(7R)-2-(4-phenoxyphenyl)-7-[1-(prop-2-enoyl)piperidin-4-yl]-4,5,6,7-tetrahydro-2H-pyrazolo[4,3-b]pyridine-3-carboxamide O(C1=CC=CC=C1)C1=CC=C(C=C1)N1N=C2C(NCC[C@@H]2C2CCN(CC2)C(C=C)=O)=C1C(=O)N